N2,N2-dimethylpyridine-2,3-diamine CN(C1=NC=CC=C1N)C